2-[3-(3-vinylpiperazin-1-yl)-1,2,4-triazin-6-yl]-5-(1H-pyrazol-4-yl)phenol dihydrochloride Cl.Cl.C(=C)C1CN(CCN1)C=1N=NC(=CN1)C1=C(C=C(C=C1)C=1C=NNC1)O